4-(dimethylamino)-2-hydroxybenzaldehyde CN(C1=CC(=C(C=O)C=C1)O)C